N1-(2,6-diethylphenyl)-N2-((S)-1-(((S)-4-hydroxy-3-oxo-1-((S)-2-oxopyrrolidin-3-yl)butan-2-yl)amino)-4-methyl-1-oxopentan-2-yl)oxalamide C(C)C1=C(C(=CC=C1)CC)NC(C(=O)N[C@H](C(=O)N[C@@H](C[C@H]1C(NCC1)=O)C(CO)=O)CC(C)C)=O